C(C)(C)N1C(=NC2=NC=C(C=C21)C=2C=CN1N=C(N=CC12)NC1CC(C1)(O)C)C 3-((5-(1-isopropyl-2-methyl-1H-imidazo[4,5-b]pyridin-6-yl)pyrrolo[2,1-f][1,2,4]triazin-2-yl)amino)-1-methylcyclobutan-1-ol